3-fluoro-4-hydroxy-N-{[(1r,4r)-4-(3-methyl-1,2,4-oxadiazol-5-yl)cyclohexyl]methyl}benzamide FC=1C=C(C(=O)NCC2CCC(CC2)C2=NC(=NO2)C)C=CC1O